FC(C12CC(C1)(C2)NC(OC2=CC=CC=C2)=O)(C2=CC=C(C=C2)OC)F phenyl (3-(difluoro(4-methoxyphenyl)methyl)bicyclo[1.1.1]pentan-1-yl)carbamate